BrC=1SC(=CC1CNC)Br 1-(2,5-dibromothiophen-3-yl)-N,N-dimethylamine